C=1N=CN2C1C=CC(=C2)COC2=CC=CC(=N2)C2CCN(CC2)CC2=NC1=C(N2C[C@H]2OCC2)C=C(C=C1)C(=O)[O-] (S)-2-((4-(6-(imidazo[1,5-a]pyridin-6-ylmethoxy)pyridin-2-yl)piperidin-1-yl)methanyl)-1-(oxetan-2-ylmethyl)-1H-benzo[d]imidazole-6-carboxylate